azo-1,2,4-triazole N(=NC1=NNC=N1)C1=NNC=N1